5-(3-(Dimethylamino)phenyl)-2-methyl-N-(3-(2-oxopropyl)-1,2,4-thiadiazol-5-yl)furan-3-carboxamide CN(C=1C=C(C=CC1)C1=CC(=C(O1)C)C(=O)NC1=NC(=NS1)CC(C)=O)C